CC1(C(O1)COC=1C(=C(C=NO)C(=CC1C)C)C)C 3-((3,3-dimethyloxiran-2-yl)methoxy)-2,4,6-trimethylbenzaldoxime